O=C1NC(CCC1N1C(C2=CC=CC(=C2C1)NCCN1CCN(CC1)C1CCN(CC1)C=1C(=CC2=C(C(C=3NC4=CC(=CC=C4C3C2=O)C#N)(C)C)C1)CC)=O)=O 8-(4-(4-(2-((2-(2,6-dioxopiperidin-3-yl)-1-oxoisoindolin-4-yl)amino)ethyl)piperazin-1-yl)piperidin-1-yl)-9-ethyl-6,6-dimethyl-11-oxo-6,11-dihydro-5H-benzo[b]carbazole-3-carbonitrile